1,2-bischloromethoxyethane ClCOCCOCCl